C1(CCCC1)N1C(N(C=C(C1=O)C(=O)NC1=CC(=C(C=C1)OC1=C2C(=NC=C1)NN=C2N[C@H](COC)C)F)C(C)C)=O (S)-3-cyclopentyl-N-(3-fluoro-4-((3-((1-meth-oxypropan-2-yl)amino)-1H-pyrazolo[3,4-b]-pyridin-4-yl)oxy)phenyl)-1-isopropyl-2,4-dioxo-1,2,3,4-tetra-hydropyrimidine-5-carboxamide